(3-amino-4-morpholino-6-(3-(m-tolyl)-1H-pyrazol-1-yl)pyridin-2-yl)-N-methylpicolinamide NC=1C(=NC(=CC1N1CCOCC1)N1N=C(C=C1)C=1C=C(C=CC1)C)C=1C(=NC=CC1)C(=O)NC